C1(CC1)N1C=NC(=C1)NC1=NC(=NN2C1=CC=C2)N2C(CCC2)C2=NC=CC=C2 N-(1-cyclopropyl-1H-imidazol-4-yl)-2-(2-(pyridin-2-yl)pyrrolidin-1-yl)pyrrolo[2,1-f][1,2,4]triazin-4-amine